OC=1C=C(C=CC1)/C=C/C(=O)C1=CC=C(C=C1)OC (2E)-3-(3-Hydroxyphenyl)-1-(4-methoxyphenyl)prop-2-en-1-one